tert-butyl (S)-4-(3-((5-(2,4-difluoro-5-methylphenyl)imidazo[1,2-a]pyrazin-8-yl)amino)pyrrolidin-1-yl)piperidine-1-carboxylate FC1=C(C=C(C(=C1)F)C)C1=CN=C(C=2N1C=CN2)N[C@@H]2CN(CC2)C2CCN(CC2)C(=O)OC(C)(C)C